C(C1=CC=CC=C1)OC1(C=CC(N2C(C=3N(N1C2)C=C(C(C3)=O)C(=O)NCC3=C(C=C(C=C3F)F)F)=O)C)C (benzyloxy)-2,5-dimethyl-7,9-dioxo-N-(2,4,6-trifluorobenzyl)-2,5,7,9-tetrahydro-1,6-methanopyrido[1,2-b][1,2,5]triazonine-10-carboxamide